BrC1=C2CC[C@@H](C2=CC=C1)NC1=NC(=C(C#N)C=C1)OC (S)-6-((4-bromo-2,3-dihydro-1H-inden-1-yl)amino)-2-methoxynicotinonitrile